C(C)P(O)(=O)CC diethylphosphinic acid